tertiary butyl-aluminum dichloride C(C)(C)(C)[Al](Cl)Cl